C(C)[C@H]1OC2=C([C@@H](NC1)C)N=CC=C2 |o1:6| (2R,5S*)-2-ethyl-5-methyl-2,3,4,5-tetrahydropyrido[2,3-f][1,4]oxazepine